(R)-N-(3-chloro-2-fluorophenyl)-7-(1-methyl-1H-pyrazol-4-yl)-5-(1-(pyrimidin-2-yl)ethoxy)quinazolin-4-amine ClC=1C(=C(C=CC1)NC1=NC=NC2=CC(=CC(=C12)O[C@H](C)C1=NC=CC=N1)C=1C=NN(C1)C)F